C(C)OCOC1=C(C=CC(=C1)C#CC)C1=NN=C(C2=CC=CC=C12)N[C@H]1CN(CCC1)CC (R)-2-(3-((4-(2-(ethoxymethoxy)-4-(prop-1-yn-1-yl)phenyl)phthalazin-1-yl)amino)piperidin-1-yl)ethane